OC=1C=C(C=CC1O)CCCSCCOC(C(=C)C)=O 2-((3-(3,4-dihydroxy-phenyl)propyl)thio)ethylmethacrylat